(2S)-2-[2-[[(1R,3S)-3-(5,6,7,8-tetrahydro-[1,2,4]triazolo[4,3-a]pyridin-3-yl)cyclohexyl]amino]-5-(trifluoromethyl)pyrimidin-4-yl]oxycyclopentanol N=1N=C(N2C1CCCC2)[C@@H]2C[C@@H](CCC2)NC2=NC=C(C(=N2)O[C@@H]2C(CCC2)O)C(F)(F)F